1-((dimethyl-L-valyl)oxy)ethyl 2-((2-ethoxyphenoxy)methyl)morpholine-4-carboxylate, hydrochloride Cl.C(C)OC1=C(OCC2CN(CCO2)C(=O)OC(C)OC([C@@H](N(C)C)C(C)C)=O)C=CC=C1